BrC1=CC(=CC2=C1SC(=C2)C(=O)O)OCC2CC2 7-bromo-5-(cyclopropylmethoxy)benzo[b]thiophene-2-carboxylic acid